FC(OC1=CC(=C(OCC(=O)N2CC3N(C(C4=C(NC3=O)C=CC(=C4)C4=CC(=CC=C4)C(F)(F)F)=O)CC2)C=C1)F)F 2-(2-(4-(difluoromethoxy)-2-fluorophenoxy)acetyl)-8-(3-(trifluoromethyl)phenyl)-1,3,4,12a-tetrahydrobenzo[e]pyrazino[1,2-a][1,4]diazepine-6,12(2H,11H)-dione